stearyl stearate Stearyl-stearate C(CCCCCCCCCCCCCCCCC)OC(CCCCCCCCCCCCCCCCC)=O.C(CCCCCCCCCCCCCCCCC)(=O)OCCCCCCCCCCCCCCCCCC